ethyl 1-(6-(2-fluoroethoxy) pyridin-3-yl)-4-formyl-1H-pyrazole-3-carboxylate FCCOC1=CC=C(C=N1)N1N=C(C(=C1)C=O)C(=O)OCC